NC1=C(C=CC=C1)NC1=NC(=NC=C1Br)NC1=CC=C(C=C1)N1CCN(CC1)C N4-(2-aminophenyl)-5-bromo-N2-(4-(4-methylpiperazin-1-yl)phenyl)pyrimidine-2,4-diamine